1-bromo-2,3-bis(bromomethyl)-4-fluorobenzene BrC1=C(C(=C(C=C1)F)CBr)CBr